2,5-bis(trifluoromethyl)phenol cyanate [O-]C#N.FC(C1=C(C=C(C=C1)C(F)(F)F)O)(F)F